2-(4-(2-(2-Aminopyridin-3-yl)-3-(4-(chloromethyl)phenyl)-3H-imidazo[4,5-b]pyridin-5-yl)-2H-1,2,3-triazol-2-yl)acetonitrile NC1=NC=CC=C1C1=NC=2C(=NC(=CC2)C2=NN(N=C2)CC#N)N1C1=CC=C(C=C1)CCl